(1S,2S)-2-(((4-(4-((3-(3,6-difluoropyridin-2-yl)-1-((1r,4r)-4-ethoxycyclohexyl)-1H-pyrazol-4-yl)carbamoyl)thiazol-2-yl)-1H-pyrazol-1-yl)methoxy)carbonyl)cyclohexane-1-carboxylic acid FC=1C(=NC(=CC1)F)C1=NN(C=C1NC(=O)C=1N=C(SC1)C=1C=NN(C1)COC(=O)[C@@H]1[C@H](CCCC1)C(=O)O)C1CCC(CC1)OCC